4-chloro-6-((1-(3-(difluoromethyl)-2-fluorophenyl)ethyl)amino)-2-methylpyrimidine-5-carbaldehyde ClC1=NC(=NC(=C1C=O)NC(C)C1=C(C(=CC=C1)C(F)F)F)C